FC=1C=C(C=CC1F)N1C(CCCC1=O)C=1N=C2N(C=CC(=C2)C=2C(=NOC2C)C)C1C=1CCN(CC1)C(=O)NC 4-(2-(1-(3,4-difluorophenyl)-6-oxopiperidin-2-yl)-7-(3,5-dimethylisoxazol-4-yl)imidazo[1,2-a]pyridin-3-yl)-N-methyl-3,6-dihydropyridine-1(2H)-carboxamide